1-(3-(4-Methoxyphenyl)-1,2,4-oxadiazol-5-yl)-N-((1-((tetrahydro-2H-pyran-2-yl)methyl)pyrrolidin-3-yl)methyl)piperidine-4-carboxamide formate C(=O)O.COC1=CC=C(C=C1)C1=NOC(=N1)N1CCC(CC1)C(=O)NCC1CN(CC1)CC1OCCCC1